N-(3-(2-(4-(2,3-dichlorophenyl)piperazin-1-yl)ethyl)cyclobutyl)nicotinamide ClC1=C(C=CC=C1Cl)N1CCN(CC1)CCC1CC(C1)NC(C1=CN=CC=C1)=O